[C@@H]12OC[C@@H](N(C1)C1CCN(CC1)C1=C(C=C(C(=C1)OC)NC1=NC=NC(=C1)N1OCC[C@@H]1C1=CC(=CC(=C1)F)Cl)NC(C=C)=O)C2 N-(2-(4-((1S,4S)-2-oxa-5-azabicyclo[2.2.1]hept-ane-5-yl)piperidine-1-yl)-5-((6-((R)-3-(3-chloro-5-fluorophenyl)isoxazolidine-2-yl)pyrimidine-4-yl)amino)-4-methoxyphenyl)acrylamide